NC1=C(C(=O)NC23CCC(CC2)(CC3)O)C=C(C=N1)C=1C=C3C=NN(C3=CC1)C1CN(CC1)C1CCC(CC1)(F)F 2-amino-5-(1-(1-(4,4-difluorocyclohexyl)pyrrolidin-3-yl)-1H-indazol-5-yl)-N-(4-hydroxybicyclo[2.2.2]oct-1-yl)nicotinamide